[NH+]1(C=CC=CC=CC=C1)[O-] azonin-N-oxide